BrC1=CC=C(C(=C1OC)NCC(C)(F)F)N 5-Bromo-N1-(2,2-difluoropropyl)-6-methoxybenzene-1,2-diamine